C1=CC=CC=2C3=CC=CC=C3C(C12)COC(=O)N[C@H](C(=O)O)CC1=CC=C(C=C1)C(F)(F)F (2S)-2-[9H-fluoren-9-ylmethoxycarbonylamino]-3-[4-(trifluoromethyl)phenyl]propanoic acid